(S)-2-((S)-2-(2,2-Dipropylamino-acetylamino)propionylamino)-propionic acid C(CC)NC(C(=O)N[C@H](C(=O)N[C@H](C(=O)O)C)C)NCCC